C(C1=CC=CC=C1)N1CCC(CC1)C(=O)NCC1=C(C=C(C=C1)Cl)Br 1-benzyl-N-(2-bromo-4-chlorobenzyl)piperidine-4-carboxamide